C1=C(C=CC2=CC=CC=C12)C1=CC=CC=2C3=CC=CC(=C3CC12)C1=CC2=CC=CC=C2C=C1 1,8-bis(naphthalen-2-yl)fluorene